1-(4-fluorophenyl)-8-methoxy-9-(2-methyl-2H-tetrazol-5-yl)-5,6-dihydropyrrolo[2,1-a]isoquinoline-3-carboxylic acid FC1=CC=C(C=C1)C=1C=C(N2C1C1=CC(=C(C=C1CC2)OC)C=2N=NN(N2)C)C(=O)O